BrC1=C(C(=C(C(=C1)N)N)F)F 5-bromo-3,4-difluorobenzene-1,2-diamine